C(C1=CC=CC=C1)SC=1C=CC(=NC1)N 5-(benzylthio)pyridin-2-amine